CC=1OC(=CCC1)C 2,6-dimethyl-4H-pyran